FCCNCCN(C(OCC1=CC=CC=C1)=O)C benzyl (2-((2-fluoroethyl)amino)ethyl)(methyl)carbamate